C(#C)C1=NC2=C(N1C)C=C(C(=C2)C2=C(C1=C(N=CN=C1N)N2C)C2=CC(=C(C=C2)OC2=NC=CC(=N2)C)F)C 6-(2-ethynyl-1,6-dimethyl-1H-benzo[d]imidazol-5-yl)-5-(3-fluoro-4-((4-methylpyrimidin-2-yl)oxy)phenyl)-7-methyl-7H-pyrrolo[2,3-d]pyrimidin-4-amine